BrC1=CC=C2C(=NC(=NC2=C1F)OCC1(CC1)CN(C)C)N1CCOCC(C1)(O)C 4-(7-bromo-2-((1-((dimethylamino)methyl)cyclopropyl)methoxy)-8-fluoroquinazolin-4-yl)-6-methyl-1,4-oxazepan-6-ol